1-[4-allyloxy-6-[5-[(6-methylpyridazin-3-yl)amino]benzimidazol-1-yl]-2-pyridyl]-5-methyl-pyrazole-3-carbonitrile C(C=C)OC1=CC(=NC(=C1)N1C=NC2=C1C=CC(=C2)NC=2N=NC(=CC2)C)N2N=C(C=C2C)C#N